ClC1=NN2C(N=CC3=C2C(C[C@@H]3C(=O)NC=3C=NC(=C(C3)Cl)OC(F)F)(C)C)=C1 (S)-2-chloro-N-(5-chloro-6-(difluoromethoxy)pyridin-3-yl)-8,8-dimethyl-7,8-dihydro-6H-cyclopenta[e]pyrazolo[1,5-a]pyrimidine-6-carboxamide